(2,6-difluoropyridin-4-yl)boronic acid FC1=NC(=CC(=C1)B(O)O)F